Dinatrium Pyrophosphate [O-]P([O-])(=O)OP(=O)(O)O.[Na+].[Na+]